(1S,3S)-3-(3-((R)-4-formyl-5-hydroxy-7-methoxy-2,3-dihydro-1H-indene-2-carboxamido)-1H-pyrazol-5-yl)cyclobutyl 1,2,2-trimethylhydrazine-1-carboxylate CN(N(C)C)C(=O)OC1CC(C1)C1=CC(=NN1)NC(=O)[C@H]1CC2=C(C=C(C(=C2C1)C=O)O)OC